(5S,8S,10aR)-5-[(tert-butoxycarbonyl)amino]-3-(methylcarbamoyl)-6-oxo-octahydropyrrolo[1,2-a][1,5]diazocine-8-carboxylic acid methyl ester COC(=O)[C@@H]1CC[C@H]2N1C([C@H](CN(CC2)C(NC)=O)NC(=O)OC(C)(C)C)=O